C1C(CC12NCOC2)C(=O)N 7-oxa-5-azaspiro[3.4]octane-2-carboxamide